[N+](=[N-])=CC(CC[C@@H](C(=O)OC(C)C)NC([C@H](CC1=CNC2=CC=CC=C12)NC(C(Cl)Cl)=O)=O)=O isopropyl (S)-6-diazo-2-((S)-2-(2,2-dichloroacetamido)-3-(1H-indol-3-yl)propanamido)-5-oxohexanoate